10-Bromo-8-(4-bromophenyl)-6-(trifluoromethyl)benzo[k]phenanthridine BrC=1C=CC2=C(C(=CC3=C(N=C4C=CC=CC4=C23)C(F)(F)F)C2=CC=C(C=C2)Br)C1